N-(3-chloro-2-methylphenyl)-2-[(4-chlorophenyl)-[4-[methyl(methylsulfonyl)-amino]phenyl]methylene]-hydrazinecarboxamide ClC=1C(=C(C=CC1)NC(=O)NN=C(C1=CC=C(C=C1)N(S(=O)(=O)C)C)C1=CC=C(C=C1)Cl)C